C(C1=CC=C(C=C1)OC)(=O)OCCC propyl anisate